3-(quinolin-3-yl)-4,5-dihydroisoxazole-5-carboxamide N1=CC(=CC2=CC=CC=C12)C1=NOC(C1)C(=O)N